4-(2-Nitrophenyl)morpholine [N+](=O)([O-])C1=C(C=CC=C1)N1CCOCC1